COC(C1=C(C=CC(=C1)F)NCCCBr)=O 2-((3-bromopropyl)amino)-5-fluorobenzoic acid methyl ester